FC(CN)(C(C(C(C(C(C(F)(F)F)(F)F)(F)F)(F)F)(F)F)(F)F)F 2,2,3,3,4,4,5,5,6,6,7,7,8,8,8-pentadecafluorooctan-1-amine